ClC1=CC2=C(C(=C(O2)C)C(=O)NC2(CCOCC2)C(=O)OC)C=C1OCC1=C(N=CS1)C methyl 4-(6-chloro-2-methyl-5-((4-methylthiazol-5-yl)methoxy)benzofuran-3-carboxamido)tetrahydro-2H-pyran-4-carboxylate